FC(CCN1CC(C1)=CC1=CC=C(C=C1)C1=C(CCCC2=C1C=CC=C2)C2=C(C(=C(C=C2)F)C)C)F 9-(4-((1-(3,3-Difluoropropyl)azetidin-3-yliden)methyl)phenyl)-8-(4-fluoro-2,3-dimethylphenyl)-6,7-dihydro-5H-benzo[7]annulen